3-(6-((3-(4-fluorophenyl)-5-methylisoxazol-4-yl)methoxy)-5-methoxypyridin-3-yl)-5,6-dihydro-8H-[1,2,4]triazolo[3,4-c][1,4]oxazine FC1=CC=C(C=C1)C1=NOC(=C1COC1=C(C=C(C=N1)C1=NN=C2COCCN21)OC)C